3,3,5,5'-Tetramethylbenzidine CC1(CC(=CC(=C1N)C)C1=CC=C(N)C(=C1)C)C